methyl 2-(2-(6-(trifluoromethoxy)pyridin-3-yl)ethyl)oxazole-4-carboxylate FC(OC1=CC=C(C=N1)CCC=1OC=C(N1)C(=O)OC)(F)F